2-fluoro-5-(pyrimidin-2-yl)-4-(trifluoromethyl)benzamide FC1=C(C(=O)N)C=C(C(=C1)C(F)(F)F)C1=NC=CC=N1